OC=1C=C(CN2C3=NC(=NC=C3NC2=O)C2=C(C=CC=C2)C(C)C)C=CC1 9-(3-hydroxybenzyl)-2-(2-isopropylphenyl)-7,9-dihydro-8H-purin-8-one